FC=1C(=NC(=NC1)OCC1=CC=C(C=C1)C)N 5-fluoro-2-[(4-methylphenyl)methoxy]pyrimidin-4-amine